6-((6-methoxypyridin-3-yl)methyl)-3-((4-nitrophenyl)sulfonyl)-3,6-diazabicyclo[3.1.1]heptane COC1=CC=C(C=N1)CN1C2CN(CC1C2)S(=O)(=O)C2=CC=C(C=C2)[N+](=O)[O-]